2,2-Bis(pentyloxy)propyl (4-aminophenyl)carbamate NC1=CC=C(C=C1)NC(OCC(C)(OCCCCC)OCCCCC)=O